C(C)(C)(C)OC1=CC=C(C=C1)C=1C=C2C=CNC2=NC1 5-((4-tert-butoxy)phenyl)-7-azaindole